tert-butyl (3-(3,4-dihydroisoquinolin-2(1H)-yl)-4-carbonylcyclopentyl)carbamate C1N(CCC2=CC=CC=C12)C1CC(CC1=C=O)NC(OC(C)(C)C)=O